ClC1=CC=C2C=CC(=NC2=C1)C(F)(F)F 7-chloro-2-(trifluoromethyl)quinoline